CC1(N(CCC1)CCNC(=O)C=1C=C(C(=NC1)C)NC1=NN(C2=NC(=NC=C21)NC=2C=NC=C(C(=O)OC)C2)C)C methyl 5-((3-((5-((2-(2,2-dimethylpyrrolidin-1-yl) ethyl) carbamoyl)-2-methylpyridin-3-yl) amino)-1-methyl-1H-pyrazolo[3,4-d]pyrimidin-6-yl)amino)nicotinate